FC1(OC2=C(O1)C=CC(=C2)C2=C1C=C(C(=CC1=CC1=C2C(OC1)=O)OC)OC)F 9-(2,2-difluorobenzo[d][1,3]dioxol-5-yl)-6,7-dimethoxynaphtho[2,3-c]furan-1(3H)-one